tert-butyl 4-methyl-7-(4,4,5,5-tetramethyl-1,3,2-dioxaborolan-2-yl)-3,4-dihydroisoquinoline-2(1H)-carboxylate CC1CN(CC2=CC(=CC=C12)B1OC(C(O1)(C)C)(C)C)C(=O)OC(C)(C)C